(1'S,3'R,4'S)-6'-bromo-8-(difluoromethoxy)-3',5'-difluoro-6-(trifluoromethyl)-3',4'-dihydro-2'H,3H-spiro[imidazo[1,2-a]pyridine-2,1'-naphthalen]-4'-ol BrC=1C(=C2[C@@H]([C@@H](C[C@@]3(C2=CC1)N=C1N(C=C(C=C1OC(F)F)C(F)(F)F)C3)F)O)F